ClC=1C=C(N)C=C(C1OC1=NC=NC(=C1Cl)NC(C)C)Cl 3,5-dichloro-4-((5-chloro-6-isopropylaminopyrimidin-4-yl)oxy)-aniline